iminomethyl carbonate C(OC=N)([O-])=O